COC([C@@H](NC(=O)OC(C)(C)C)CO)=O (tert-butyloxycarbonyl)-L-serine methyl ester